CC=1C=C(C=C(C1)C(F)(F)F)NC(=O)C12C3CCC(C2C1)O3 N-(3-methyl-5-(trifluoromethyl)phenyl)-8-oxatricyclo[3.2.1.02,4]octane-2-carboxamide